N-(2-methyl-4-(4-(trifluoromethyl)piperidin-1-yl)phenyl)-1H-indazol-5-amine CC1=C(C=CC(=C1)N1CCC(CC1)C(F)(F)F)NC=1C=C2C=NNC2=CC1